ClC1=CC=C2C(=CNC2=C1)S(=O)(=O)NC1=NC(=C(C(=N1)OC)CCOC)OC 6-chloro-N-[4,6-dimethoxy-5-(2-methoxyethyl)pyrimidin-2-yl]-1H-indole-3-sulfonic acid amide